O1C(CC=C(C1)C(=O)OCC)C(=O)OCC1=CC=CC=C1 2-Benzyl 5-ethyl 3,6-dihydro-2H-pyran-2,5-dicarboxylate